Ethyl (S)-3-(3'-Chlorobiphenyl-3-yl)-3-(3-(4-hydroxy-1-methyl-2-oxo-1,2-dihydropyridin-3-yl)ureido)propanoat ClC=1C=C(C=CC1)C1=CC(=CC=C1)[C@H](CC(=O)OCC)NC(=O)NC=1C(N(C=CC1O)C)=O